C(C)C1=C(C=NC2=C(C=CC=C12)C1=C(C(=CC(=C1)F)F)F)NC(=O)C1CCOC2=CC=CC=C12 N-(4-Ethyl-8-(2,3,5-trifluorophenyl)quinolin-3-yl)chroman-4-carboxamide